O=C1CCC2(CCCNC2)CC1 9-oxo-2-azaspiro[5.5]undecane